N[C@H](C(=O)N(CC1=C2C=CC=NC2=CC=C1)CC(OCC)OCC)CC1=CC=C(C=C1)OC(C)(C)C (S)-2-amino-3-(4-tert-butoxyphenyl)-N-(2,2-diethoxyethyl)-N-(quinolin-5-ylmethyl)propanamide